C1=CC=CC=2C3=CC=CC=C3C(C12)COC(=O)N[C@H](CC(=O)O)C1=CC=CC=C1 (R)-3-(9H-Fluoren-9-ylmethoxycarbonylamino)-3-phenylpropanoic acid